3-cycloheptylaminobutane-2-sulfonic acid C1(CCCCCC1)NC(C(C)S(=O)(=O)O)C